spirobifluoreneamine C12(C(=CC=C3C4=CC=CC=C4C=C13)N)C=CC=C1C3=CC=CC=C3C=C12